5-(Cyclopent-1-en-1-yl)pyrimidin-4(3H)-one C1(=CCCC1)C=1C(NC=NC1)=O